3-(4-(2,3-dichlorophenyl)-5-(methylthio)-4H-1,2,4-triazol-3-yl)propan-1-ol ClC1=C(C=CC=C1Cl)N1C(=NN=C1SC)CCCO